[N+](=O)([O-])C1=CC=C(OC(=O)N[C@@H](COC(C)=O)C(=O)O)C=C1 N-(4-nitrophenoxyformyl)-O-acetylserine